O=C1NC(CCC1N1C(N(C2=C1C=CC(=C2F)N2CCC(CC2)CCNC(OC(C)(C)C)=O)C)=O)=O tert-butyl N-[2-[1-[1-(2,6-dioxo-3-piperidyl)-4-fluoro-3-methyl-2-oxo-benzimidazol-5-yl]-4-piperidyl]ethyl]carbamate